O1C(OCC1)C=1N=CC(=NC1OC)C=1C(=C(C=CC1)C1=C(C(=CC=C1)NC=1C2=C(N=C(N1)C(F)F)C=C(C=N2)CCl)C)Cl N-(3'-(5-(1,3-dioxolan-2-yl)-6-methoxypyrazin-2-yl)-2'-chloro-2-methyl-[1,1'-biphenyl]-3-yl)-7-(chloromethyl)-2-(difluoromethyl)pyrido[3,2-d]pyrimidin-4-amine